F[C@@H](CN1CCC(CC1)C(=O)NC=1N=CC2=CC=C(C=C2C1)C=1C=NN(C1CN1CCCCC1)C)C (R)-1-(2-fluoropropyl)-N-(6-(1-methyl-5-(piperidin-1-ylmethyl)-1H-pyrazol-4-yl)isoquinolin-3-yl)piperidine-4-carboxamide